ClC(C1=NC(=NO1)C1=CC=C(CNC=2C(C(C2NC2=C(C=CC=C2Cl)Cl)=O)=O)C=C1)(F)F 3-((4-(5-(chlorodifluoromethyl)-1,2,4-oxadiazol-3-yl)benzyl)amino)-4-((2,6-dichlorophenyl)amino)cyclobut-3-ene-1,2-dione